dichlorodiethylphosphoramide ClNP(=O)(N(CC)CC)NCl